NC=1C=2N(C3=CC(=C(C=C3N1)F)C(=O)N1[C@@H]3[C@H](OC(C1)(C)C)CC=1C=C(C=CC13)C(F)(F)F)C=NC2 (4-amino-7-fluoroimidazo[1,5-a]quinoxalin-8-yl)((4aS,9aR)-2,2-dimethyl-7-(trifluoromethyl)-2,3,9,9a-tetrahydroindeno[2,1-b][1,4]oxazin-4(4aH)-yl)methanone